N[C@@H]1CN(CCC1)C=1C=CC(=NC1)NC1=CC(=NC=2C=CNC(C12)=O)C1=C(C=C(C=C1)NC(=O)C1CCCCC1)F (S)-N-(4-(4-((5-(3-amino-piperidin-1-yl)pyridin-2-yl)amino)-5-oxo-5,6-dihydro-1,6-naphthyridin-2-yl)-3-fluorophenyl)cyclohexane-carboxamide